N1-(2-(dimethylamino)ethyl)-5-methoxy-N1-methyl-N4-(4-(5-nitro-1H-indol-1-yl)pyrimidin-2-yl)benzene-1,2,4-triamine CN(CCN(C=1C(=CC(=C(C1)OC)NC1=NC=CC(=N1)N1C=CC2=CC(=CC=C12)[N+](=O)[O-])N)C)C